6-azaspiro[2.5]octane-5-carboxamide hydrochloride Cl.C1CC12CC(NCC2)C(=O)N